FC(C1=CC=C(OC2=CC=C3CCN(CC3=C2)C(=O)OC(=C)C)C=C1)(F)F prop-1-en-2-yl 7-(4-(trifluoromethyl)phenoxy)-3,4-dihydroisoquinoline-2(1H)-carboxylate